(2S,4r)-1-((S)-2-(1-fluorocyclopropan-3-yl)pyrrol-yl)pyrrolidine-2-carboxamide F[C@H]1CC1C=1NC=CC1N1[C@@H](CCC1)C(=O)N